(2S)-2-(tert-butoxycarbonylamino)-3-cyclopropyl-propanoic acid C(C)(C)(C)OC(=O)N[C@H](C(=O)O)CC1CC1